ClC1=C(CN2C3=C(OCC2=O)C=CC(=C3)C(=O)NO)C(=CC=C1)Cl 4-(2,6-dichlorobenzyl)-N-hydroxy-3-oxo-3,4-dihydro-2H-benzo[b][1,4]oxazine-6-carboxamide